1-(1-((5-(4-(5-(1H-imidazol-1-yl)pent-1-yn-1-yl)phenyl)isoxazol-3-yl)methyl)-1H-imidazol-2-yl)ethan-1-ol N1(C=NC=C1)CCCC#CC1=CC=C(C=C1)C1=CC(=NO1)CN1C(=NC=C1)C(C)O